4,4'-biphenyl-disulfonyl chloride tert-Butyl-((3-(2,6-dioxopiperidin-3-yl)-2-methylquinolin-7-yl)methyl)carbamate C(C)(C)(C)N(C(O)=O)CC1=CC=C2C=C(C(=NC2=C1)C)C1C(NC(CC1)=O)=O.C1(=CC=C(C=C1)S(=O)(=O)Cl)C1=CC=C(C=C1)S(=O)(=O)Cl